(R)-8-(4-(3-Cyanophenyl)oxazol-2-yl)-9-oxooctahydro-2H-pyrazino[1,2-a]pyrazin C(#N)C=1C=C(C=CC1)C=1N=C(OC1)N1C([C@@H]2N(CCNC2)CC1)=O